BrC=1C=C(C=C(C1)C)\C=C/CCC(=O)O (Z)-5-(3-bromo-5-methylphenyl)pent-4-enoic acid